ethyl 3-(1,4-dimethyl-1H-benzotriazol-5-yl)-3-(7-{[(6S)-6-ethyl-5,6,7,9-tetrahydro-8H-pyrido[2,3-c]azepin-8-yl]methyl}-1-benzothiophen-5-yl)propanoate CN1N=NC2=C1C=CC(=C2C)C(CC(=O)OCC)C=2C=C(C1=C(C=CS1)C2)CN2CC1=C(C[C@@H](C2)CC)C=CC=N1